trans-8-methyl-1,3-diazaspiro[4.6]undecane-2,4-dione CC1CCC2(C(NC(N2)=O)=O)CCC1